SC1=CC=CC2=CC=CC(=C12)N 1-mercapto-8-amino-naphthalene